3-oxabicyclo[3.1.0]hexan-6-ylammonium chloride [Cl-].C12COCC2C1[NH3+]